N-(7-chloro-2-oxo-3,4-dihydro-1H-quinolin-6-yl)-3-ethyl-pyridine-2-carboxamide ClC1=C(C=C2CCC(NC2=C1)=O)NC(=O)C1=NC=CC=C1CC